1-(6-hydroxy-4-methyl-3-pyridyl)-2-oxo-6-(trifluoromethyl)pyridine-3-carboxylic acid OC1=CC(=C(C=N1)N1C(C(=CC=C1C(F)(F)F)C(=O)O)=O)C